(N-benzyl)-2-pyrrolidone C(C1=CC=CC=C1)N1C(CCC1)=O